ClC=1C=CC2=C(CCC3(CCN(CC3)C(=O)NCC=3C=C4C=CN(C4=CC3)C)O2)C1 6-chloro-N-[(1-methyl-1H-indol-5-yl)methyl]-3,4-dihydrospiro[1-benzopyran-2,4'-piperidine]-1'-carboxamide